(4-(tert-butyl)phenyl)naphthalen-2-amine C(C)(C)(C)C1=CC=C(C=C1)C1=C(C=CC2=CC=CC=C12)N